OC1=CC=C(C=C1)C(CCCCCC)C1=CC=C(C=C1)O 1,1-bis(4'-hydroxyphenyl)n-heptane